O=C1C=CC=NN1C=1C=CC(=NC1)N[C@@H]1C[C@H](CC1)NC1=NOC(=N1)CC#N 2-(3-(((1S,3S)-3-((5-(6-oxopyridazin-1(6H)-yl)pyridin-2-yl)amino)cyclopentyl)amino)-1,2,4-oxadiazol-5-yl)acetonitrile